(R)-3,7-dimethyloct-6-enoic acid C[C@@H](CC(=O)O)CCC=C(C)C